4-((1-methylpiperidin-4-yl)amino)-N-(5-(1-(tetrahydro-2H-pyran-4-yl)-1H-benzo[d]imidazol-2-yl)-1H-pyrazol-3-yl)benzamide CN1CCC(CC1)NC1=CC=C(C(=O)NC2=NNC(=C2)C2=NC3=C(N2C2CCOCC2)C=CC=C3)C=C1